N5-methylnaphtho[1,2-d]oxazole-2,5-diamine CNC1=CC2=C(N=C(O2)N)C2=CC=CC=C12